fluoropentene FC=CCCC